OC1=CC=C(C=C1)C=1SC=C(N1)C=1C(OC2=CC=CC=C2C1)=O 3-[2-(4-Hydroxy-phenyl)-thiazol-4-yl]-chromen-2-one